1-(3-fluoro-4-methylphenyl)ethan-1-one tert-butyl-3-[(3aR,4R,6aR)-2,2-dimethyl-6-oxo-tetrahydrocyclopenta[d][1,3]dioxol-4-yl]-5,6-dihydro-2H-pyridine-1-carboxylate C(C)(C)(C)OC(=O)N1CC(=CCC1)[C@H]1CC([C@@H]2OC(O[C@@H]21)(C)C)=O.FC=2C=C(C=CC2C)C(C)=O